2,5-dithienyl-1,3,4-Thiadiazole S1C(=CC=C1)C=1SC(=NN1)C=1SC=CC1